C1OCCC12CCN(CC2)[C@@H]2[C@H](CCC2)OC=2C=C1CN(C(C1=CC2)=O)C2C(NC(CC2)=O)=O 3-(5-(((1S,2S)-2-(2-oxa-8-azaspiro[4.5]decan-8-yl)cyclopentyl)oxy)-1-oxoisoindolin-2-yl)piperidine-2,6-dione